COC1=CC=C(N=N1)C1C(SCC1=O)=O 3-(6-methoxypyridazin-3-yl)-2,4-dioxo-thiophene